chloro(2-dicyclohexylphosphino-2',6'-dimethoxy-1,1'-biphenylyl)(2'-amino-1,1'-biphenyl-2-yl)palladium (I) Cl[Pd-2](C1=C(C=CC=C1)C1=C(C=CC=C1)N)C=1C(=C(C=CC1)C1=C(C=CC=C1OC)OC)P(C1CCCCC1)C1CCCCC1